Oxetane-3-yl(4-(4-amino-7-(1-methyl-1H-pyrazol-3-yl)pyrrolo[2,1-F][1,2,4]triazine-5-yl)-2-methoxyphenyl)carbamate O1CC(C1)OC(NC1=C(C=C(C=C1)C=1C=C(N2N=CN=C(C21)N)C2=NN(C=C2)C)OC)=O